3-(((1R)-1-(2-(3-azabicyclo[3.1.0]hexan-3-yl)-3,6-dimethyl-4-oxo-3,4-dihydroquinazolin-8-yl)ethyl)amino)-6-chloropicolinaldehyde C12CN(CC2C1)C1=NC2=C(C=C(C=C2C(N1C)=O)C)[C@@H](C)NC=1C(=NC(=CC1)Cl)C=O